(2-fluorophenyl)(4-{[2-(4-isopropylphenyl)imidazo[1,2-a]pyridine-3-yl]methyl}piperazin-1-yl)methanone FC1=C(C=CC=C1)C(=O)N1CCN(CC1)CC1=C(N=C2N1C=CC=C2)C2=CC=C(C=C2)C(C)C